1-[(6-{6,6-difluoro-3-azabicyclo[3.1.0]hex-3-yl}-2-formylpyridin-3-yl)methyl]-N-[(4R)-1-methyl-1H,4H,5H,6H-cyclopenta[d]imidazol-4-yl]-1H-1,2,3-triazole-4-carboxamide FC1(C2CN(CC12)C1=CC=C(C(=N1)C=O)CN1N=NC(=C1)C(=O)N[C@@H]1CCC=2N(C=NC21)C)F